FC1=C(N=C(C=2N1N=CC2)OC2CC(C2)NC)C=2C=NN(C2)C 3-((7-fluoro-6-(1-methyl-1H-pyrazol-4-yl)pyrazolo[1,5-a]pyrazin-4-yl)oxy)-N-methylcyclobutan-1-amine